aluminium dieth-ylphosphinate C(C)P([O-])(=O)CC.[Al+3].C(C)P([O-])(=O)CC.C(C)P([O-])(=O)CC